C(#N)C(C)C1=CC=CC(=N1)C(=O)O 6-(1-cyanoethyl)picolinic acid